2-hexyldecyl 7-(hexylamino)heptanoate 2-Hexyldecyl-7-(hexylamino)heptanoate C(CCCCC)C(COC(CCCCCCNCCCCCC)=O)CCCCCCCC.C(CCCCC)NCCCCCCC(=O)OCC(CCCCCCCC)CCCCCC